C(C)(C)(C)OC(=O)N[C@@H](COC1=NC=C(C=C1[C@@H]1N(C[C@H](C1)F)C1=NC=2N(C=C1)N=CC2C(=O)O)F)C 5-((2R,4S)-2-(2-((R)-2-((tert-butoxycarbonyl)amino)propoxy)-5-fluoropyridin-3-yl)-4-fluoropyrrolidin-1-yl)pyrazolo[1,5-a]pyrimidine-3-carboxylic acid